N,N-dimethyl-1-(piperidin-4-yl)methanamine hydrochloride Cl.CN(CC1CCNCC1)C